C(C)(=O)C1=NN(C2=CC=C(C=C12)C=1C=NC(=NC1)C)CC(=O)N1[C@@H]([C@@H]2C[C@@H]2C1)C(=O)NCC1=C(C(=CC=C1)Cl)F (1R,2S,5S)-3-(2-(3-acetyl-5-(2-methylpyrimidin-5-yl)-1H-indazol-1-yl)acetyl)-N-(3-chloro-2-fluorobenzyl)-3-azabicyclo[3.1.0]hexane-2-carboxamide